C1(=CC=CC=C1)S(=O)(=O)N1N=NC(=C1)C1=CC=CC=C1 1-(benzenesulfonyl)-4-phenyl-1,2,3-triazole